Cl.FC=1C=CC(=C(C1)C(CC=C)N)OC 1-(5-fluoro-2-methoxyphenyl)but-3-en-1-amine hydrochloride